COC1=CC=C(C=C1)C1C(NC(C(C1)C1=CC=C(C=C1)C)(C)C)=O 3-(4-methoxyphenyl)-6,6-dimethyl-5-p-methylphenyl-piperidin-2-one